NCC1=NNC(C2=CC=C(C=C12)C=1C=NN(C1)CC(C)C)=O 4-(aminomethyl)-6-(1-isobutyl-1H-pyrazol-4-yl)phthalazin-1(2H)-one